Methyl (R)-2-(4-((2-(3-fluorophenyl)-2-hydroxyethyl)amino)-4-methyl-piperidin-1-yl)acetate dihydrochloride Cl.Cl.FC=1C=C(C=CC1)[C@H](CNC1(CCN(CC1)CC(=O)OC)C)O